methyl N-[5-[6-[(4-cyano-3-methoxy-phenyl)-methyl-carbamoyl]imidazo[1,2-a]pyrazin-3-yl]-2-pyridyl]carbamate C(#N)C1=C(C=C(C=C1)N(C(=O)C=1N=CC=2N(C1)C(=CN2)C=2C=CC(=NC2)NC(OC)=O)C)OC